C(C)(C)(C)OC(N(C1=C(C=CC(=C1)NC1C(NC(CC1)=O)=O)F)C(=O)OC(C)(C)C)=O N-tert-butoxycarbonyl-N-[5-[(2,6-dioxo-3-piperidinyl)amino]-2-fluoro-phenyl]carbamic acid tert-butyl ester